ClC1=CC2=C(N(C(N=C2N2C[C@H](N(C[C@@H]2C)C(=O)OC(C)(C)C)C)=O)C=2C(=NC(=NC2C(C)C)C2=COC=C2)C(C)C)N=C1C1=C(C=CC=C1)F tert-butyl (2R,5S)-4-(6-chloro-7-(2-fluorophenyl)-1-(2-(furan-3-yl)-4,6-diisopropylpyrimidin-5-yl)-2-oxo-1,2-dihydropyrido[2,3-d]pyrimidin-4-yl)-2,5-dimethylpiperazine-1-carboxylate